2-(8-fluoro-5H-imidazo[5,1-a]isoindol-5-yl)cyclopentan-1-ol FC1=CC=C2C(N3C(C2=C1)=CN=C3)C3C(CCC3)O